C12CNCC(N1C=1C=C3CN(CC3=CC1F)C1C(NC(CC1)=O)=O)C2 5-(3,6-diazabicyclo[3.1.1]heptane-6-yl)-2-(2,6-dioxopiperidin-3-yl)-6-fluoroisoindoline